(R)-N-((Z)-(3-chloro-2,4-difluorophenyl)(trans-2-(trifluoromethyl)-cyclopropyl)methylene)-2-methylpropane-2-sulfinamide ClC=1C(=C(C=CC1F)\C(=N/[S@](=O)C(C)(C)C)\[C@H]1[C@@H](C1)C(F)(F)F)F